NC1=NC=NN2C1=C(C=C2C=2C=CC(N(C2)CCC(C2=CC=CC=C2)O)OC)C(F)(F)F 5-[4-amino-5-(trifluoromethyl)pyrrolo[2,1-f][1,2,4]triazin-7-yl]-N-(3-hydroxy-3-phenylpropyl)-2-methoxypyridine